5-(3-(benzyloxy)-1-fluorocyclobutyl)-2-(trifluoromethyl)pyridine C(C1=CC=CC=C1)OC1CC(C1)(F)C=1C=CC(=NC1)C(F)(F)F